(1R,2R,3S,5R)-2-[2-(2-{4-[4-amino-3-(4-phenoxyphenyl)pyrazolo[3,4-d]pyrimidin-1-yl]piperidin-1-yl}ethoxy)ethyl]-6,6-dimethylbicyclo[3.1.1]heptane-2,3-diol NC1=C2C(=NC=N1)N(N=C2C2=CC=C(C=C2)OC2=CC=CC=C2)C2CCN(CC2)CCOCC[C@]2([C@H]1C([C@@H](C[C@@H]2O)C1)(C)C)O